3-benzyl-1-(trans-4-((5-cyano-4-((2-hydroxycyclohexyl)amino)pyrimidin-2-yl)amino)cyclohexyl)-1-(5-(1-methyl-1H-pyrazol-4-yl)pyridin-2-yl)urea C(C1=CC=CC=C1)NC(N(C1=NC=C(C=C1)C=1C=NN(C1)C)[C@@H]1CC[C@H](CC1)NC1=NC=C(C(=N1)NC1C(CCCC1)O)C#N)=O